Cl.ClC=1C=C(OC2C(C(C2(C)C)NC(C2=CN=C(C=C2)N2CCNCC2)=O)(C)C)C=CC1C#N N-((1r,3r)-3-(3-chloro-4-cyanophenoxy)-2,2,4,4-tetramethylcyclobutyl)-6-(piperazin-1-yl)nicotinamide hydrochloride